COC1=CC=C(CCC=2C(N2)P(OCC)(OCC)=O)C=C1 Diethyl (3-(4-methoxyphenethyl)-2H-azirin-2-yl)phosphonate